C(C1=CC=CC=C1)C=1N=C(SC1)[Zn]Cl (4-benzyl-1,3-thiazol-2-yl)(chloro)zinc